tert-Butyl (1R,5S)-3-methyl-3,6-diazabicyclo[3.2.1]octane-6-carboxylate CN1C[C@@H]2CN([C@H](C1)C2)C(=O)OC(C)(C)C